(E)-2-(2-(2-(tert-butyl)-1,3-dithian-2-yl)vinyl)-3-methyl-1H-indole C(C)(C)(C)C1(SCCCS1)/C=C/C=1NC2=CC=CC=C2C1C